[P]=S.[Ga].[Li] lithium gallium phosphorus sulfide